BrC1=C(C=CC(=C1)OC)C(C(=O)O)=O 2-(2-bromo-4-methoxyphenyl)-2-oxoacetic acid